Dimethyl 3-([1,1'-biphenyl]-4-yl)cyclobutane-1,2-dicarboxylate C1(=CC=C(C=C1)C1C(C(C1)C(=O)OC)C(=O)OC)C1=CC=CC=C1